BrC=1C=C2C=C(C=NC2=CC1)[C@@H]1[C@H](C1)C1=NC=CC(=N1)C |r| rac-6-bromo-3-((1S*,2S*)-2-(4-methylpyrimidin-2-yl)cyclopropyl)quinoline